C1(CC1)N1C(=C(C(C(=C1)C(NC1=CC=C(C=C1)B1OC(C(O1)(C)C)(C)C)=O)=O)C1=CC=C(C=C1)F)C(=O)OC methyl 1-cyclopropyl-3-(4-fluorophenyl)-4-oxo-5-((4-(4,4,5,5-tetramethyl-1,3,2-dioxaborolan-2-yl) phenyl) carbamoyl)-1,4-dihydropyridine-2-carboxylate